6-bromo-8-fluoro-7-methoxy-2-(2-methylsulfonyl-ethyl)imidazo[1,2-a]pyridine BrC=1C(=C(C=2N(C1)C=C(N2)CCS(=O)(=O)C)F)OC